3-(3-bromo-2-fluorobenzyl)-7-((4-methoxybenzyl)oxy)-3,4-dihydro-2H-benzo[e][1,3]oxazin-2-one BrC=1C(=C(CN2C(OC3=C(C2)C=CC(=C3)OCC3=CC=C(C=C3)OC)=O)C=CC1)F